(R)-4-(3-(3-aminopiperidine-1-carbonyl)-1-(p-tolyl)-1H-pyrazol-5-yl)benzonitrile N[C@H]1CN(CCC1)C(=O)C1=NN(C(=C1)C1=CC=C(C#N)C=C1)C1=CC=C(C=C1)C